ClC=1C=CC(=NC1)[C@H]1C=CC=2C=CC=3CCN(C(C3C2O1)C)CC1=NC2=C(N1C[C@H]1OCC1)C=C(C=C2)C(=O)O 2-(((2R)-2-(5-chloropyridin-2-yl)-10-methyl-7,10-dihydro-2H-pyrano[3,2-H]isoquinolin-9(8H)-yl)methyl)-1-(((S)-oxetan-2-yl)methyl)-1H-benzo[d]imidazole-6-carboxylic acid